COC1=C2N(C=NC2=NC=N1)C1=CC=C(N)C=C1 4-(6-methoxy-purin-7-yl)-aniline